2-(4-((4-ethoxy-3-(5-ethyl-6-formyl-4-oxo-7-propyl-3,4-dihydropyrrolo[2,1-f][1,2,4]triazin-2-yl)phenyl)sulfonyl)piperazin-1-yl)ethylnitrate C(C)OC1=C(C=C(C=C1)S(=O)(=O)N1CCN(CC1)CCO[N+](=O)[O-])C1=NN2C(C(N1)=O)=C(C(=C2CCC)C=O)CC